(S)-5-benzyl-N-(5-methyl-6-oxo-6,7,8,9-tetrahydro-5H-pyrazino[2,3-b]azepin-7-yl)isoxazole-3-carboxamide C(C1=CC=CC=C1)C1=CC(=NO1)C(=O)N[C@H]1CCC2=C(N(C1=O)C)N=CC=N2